BrC1=CC(=C(OC2=C(COC3=CC=C(C=C3)CCC(=O)O)C=CC=C2)C=C1)Cl 3-(4-((2-(4-bromo-2-chlorophenoxy)benzyl)oxy)phenyl)propionic acid